3-diethylamino-7-(3'-trifluoromethylphenyl)aminofluoren C(C)N(C=1C=CC=2CC3=CC(=CC=C3C2C1)NC1=CC(=CC=C1)C(F)(F)F)CC